C[Si](C)(C)CC(CC1(C=CC=C1)[Li])=C [2-(trimethylsilylmethyl)allyl]cyclopentadienyl-lithium